2-(methoxymethyl)-7-methoxy-5H-benzo[d]pyrazolo[5,1-b][1,3]oxazin-5-imine COCC1=NN2C(OC(C3=C2C=CC(=C3)OC)=N)=C1